azabicyclo[2.2.1]Heptane-5-carboxylic acid methyl ester COC(=O)C1C2CCN(C1)C2